P(=S)(OCO[C@H](CN(C)C)COC1=C(C=CC=C1)CCC1=CC(=CC=C1)OC)(OCC)OC1=CC=C(C=C1)[N+](=O)[O-] O-((((R)-1-(dimethylamino)-3-(2-(3-methoxyphenethyl) phenoxy) propan-2-yl) oxy) methyl) O-ethyl O-(4-nitrophenyl) thiophosphate